2-(4,7-dichloro-6-(4-(2-ethyl-2,6-diazaspiro[3.5]nonan-6-yl)phenyl)-2H-indazol-2-yl)-2-((R)-6-fluoro-6,7-dihydro-5H-pyrrolo[1,2-c]imidazol-1-yl)-N-(thiazol-2-yl)acetamide ClC=1C2=CN(N=C2C(=C(C1)C1=CC=C(C=C1)N1CC2(CN(C2)CC)CCC1)Cl)C(C(=O)NC=1SC=CN1)C1=C2N(C=N1)C[C@@H](C2)F